C(#N)CCNC1=C(C=CC(=C1)C(=O)OC)C1CC2(CC(C2)(F)F)CCN1CC1=C2C=CN(C2=C(C=C1OC)C)C(=O)OC(C)(C)C tert-butyl 4-((6-(2-((2-cyanoethyl)amino)-4-(methoxycarbonyl)phenyl)-2,2-difluoro-7-azaspiro[3.5]nonan-7-yl)methyl)-5-methoxy-7-methyl-1H-indole-1-carboxylate